1-(4-aminophenyl)naphthalene lithium-sodium borate B([O-])([O-])O.[Na+].[Li+].NC1=CC=C(C=C1)C1=CC=CC2=CC=CC=C12